FC1=CC=C(C(=O)N\N=C\[C@]2([C@@H](N3C(C[C@H]3S2(=O)=O)=O)C(=O)O)C)C=C1 (2S,3R,5R)-3-((E)-(2-(4-fluorobenzoyl)hydrazono)methyl)-3-methyl-7-oxo-4-thia-1-azabicyclo[3.2.0]heptane-2-carboxylic acid 4,4-dioxide